(Z)-2-(4-(4-((5-fluoro-2-oxoindolin-3-ylidene)methyl)phenyl)-1H-1,2,3-triazol-1-yl)benzonitrile FC=1C=C2/C(/C(NC2=CC1)=O)=C/C1=CC=C(C=C1)C=1N=NN(C1)C1=C(C#N)C=CC=C1